FC1(CCN(CC1)C1=C(C=C(C=N1)C1=NSC(=C1)C(=O)OC)F)F methyl 3-[6-(4,4-difluoropiperidin-1-yl)-5-fluoropyridin-3-yl]-1,2-thiazole-5-carboxylate